C(C)OC([C@H](CCC1=CC=CC=C1)N[C@H](C(=O)N1C2C(CC1C(=O)O)CCC2)C)=O 1-[(2S)-2-[[(2S)-1-ethoxy-1-oxo-4-phenylbutan-2-yl]amino]propanoyl]-3,3a,4,5,6,6a-hexahydro-2H-cyclopenta[b]pyrrole-2-carboxylic acid